FC(C(=O)O)(F)F.C1C(CC12CNCC2)O 6-azaspiro[3.4]octan-2-ol trifluoroacetate